N1=C(C=CC=C1)C(C)NC(=O)[C@@H]1CN(CC[C@H]1NC(=O)C1=NOC(=C1)C1=C(C=C(C=C1)F)F)C1CCCCC1 (3R,4R)-1-cyclohexyl-4-{[5-(2,4-difluoro-phenyl)-isoxazole-3-carbonyl]-amino}-piperidine-3-carboxylic acid (1-pyridin-2-yl-ethyl)-amide